(2-((5-Chloro-2-((2-methylpyridin-4-yl)amino)pyrimidin-4-yl)amino)phenyl)dimethyl-phosphine ClC=1C(=NC(=NC1)NC1=CC(=NC=C1)C)NC1=C(C=CC=C1)P(C)C